3α-acetoxy-5α-hydroxy-7β,19-epoxy-cholestan-6-one C(C)(=O)O[C@H]1C[C@@]2(C([C@H]3[C@H]4[C@@H]5CC[C@H]([C@@H](CCCC(C)C)C)[C@]5(CC[C@@H]4[C@]2(CC1)CO3)C)=O)O